2-chloro-4-(((4-chloro-2-fluoro-1-benzofuran-7-yl)methyl)oxy)-5-fluoropyrimidine ClC1=NC=C(C(=N1)OCC1=CC=C(C=2C=C(OC21)F)Cl)F